BrC1=CC=CC=2C=3N(C(=NC12)N[C@@H]1C(NCCS(C1)(=O)=N)=O)N=C(N3)C=3C=NN(C3)C (6R)-6-{[7-bromo-2-(1-methyl-1H-pyrazol-4-yl)[1,2,4]triazolo[1,5-c]quinazolin-5-yl]amino}-1-imino-1λ6,4-thiazepan-1,5-dione